4-((S)-3-aminopiperidin-1-yl)-N-(6-(2-fluoro-6-methoxyphenyl)-5-nitropyridin-2-yl)-5-((tetrahydro-2H-pyran-4-yl)ethynyl)pyridin-2-amine hydrochloride Cl.N[C@@H]1CN(CCC1)C1=CC(=NC=C1C#CC1CCOCC1)NC1=NC(=C(C=C1)[N+](=O)[O-])C1=C(C=CC=C1OC)F